6-(6-cyclopropyl-7-methoxyimidazo[1,2-a]pyridin-3-yl)-N-((3R,5S)-5-methylpiperidin-3-yl)pyridin-2-amine C1(CC1)C=1C(=CC=2N(C1)C(=CN2)C2=CC=CC(=N2)N[C@H]2CNC[C@H](C2)C)OC